O1C=C(C=C1)C=1N=C(C2=C(N1)SC(=C2)C)NCCCC2=CC=C(C=C2)C2=CC=C(C=C2)C(=O)OC methyl 4'-(3-((2-(furan-3-yl)-6-methylthieno[2,3-d]pyrimidin-4-yl)amino)propyl)-[1,1'-biphenyl]-4-carboxylate